CC1=CSC2=C1C(=NC=C2)N(C(C2=CC=C(C=C2)B2OC(C(O2)(C)C)(C)C)=O)[C@H]2CN(CCC2)C(=O)OC(C)(C)C tert-butyl (R)-3-(N-(3-methylthieno[3,2-c]pyridin-4-yl)-4-(4,4,5,5-tetramethyl-1,3,2-dioxaborolan-2-yl)benzamido)piperidine-1-carboxylate